propoxyloctanoate O(CCC)C(C(=O)[O-])CCCCCC